CC(C(C)C)OC(CC)=O 1,2-dimethylpropylpropanoate